The molecule is a tetradecanoate ester (myristate ester) resulting from the formal condensation of the carboxy group of tetradecanoic acid (myristic acid) with the hydroxy group of tetradecan-1-ol (myristyl alcohol). Used as an emollient. It has a role as an algal metabolite. It is a wax ester and a tetradecanoate ester. It derives from a tetradecan-1-ol. CCCCCCCCCCCCCCOC(=O)CCCCCCCCCCCCC